3-(([1,2,4]triazolo[4,3-a]pyridin-7-yloxy)methyl)bicyclo[1.1.1]pentan N=1N=CN2C1C=C(C=C2)OCC21CC(C2)C1